(S)-2-((4-(6-((4-acetyl-2-ethoxybenzyl)oxy)pyridin-2-yl)piperidin-1-yl)methyl)-1-(oxetan-2-ylmethyl)-1H-benzo[d]imidazole-6-carboxylic acid C(C)(=O)C1=CC(=C(COC2=CC=CC(=N2)C2CCN(CC2)CC2=NC3=C(N2C[C@H]2OCC2)C=C(C=C3)C(=O)O)C=C1)OCC